ClC=1C=CC(=NC1C(F)F)C=O 5-chloro-6-(difluoromethyl)picolinealdehyde